6,10-dimethyl-undecanetriene CC(=CC=CC=C)CCCC(C)C